2'-chloro-5'-(difluoromethoxy)-N-(5-(1-fluorocyclopropyl)-1,3,4-thiadiazol-2-yl)-6-methyl-(4,4'-bipyridine)-3-carboxamide ClC1=NC=C(C(=C1)C1=C(C=NC(=C1)C)C(=O)NC=1SC(=NN1)C1(CC1)F)OC(F)F